5-bromo-1-((5-(5-(difluoromethyl)-1,3,4-oxadiazole-2-yl)pyridine-2-yl)methyl)-6-fluoro-3-(1-methylpiperidine-4-yl)-1,3-dihydro-2H-benzo[d]imidazole-2-one BrC1=CC2=C(N(C(N2C2CCN(CC2)C)=O)CC2=NC=C(C=C2)C=2OC(=NN2)C(F)F)C=C1F